C(C=C)ONS(=O)(=O)C1=C(C=CC=C1)[N+](=O)[O-] N-(allyloxy)-2-nitrobenzenesulfonamide